CC1=C(OC2=C(C=C(C=C2C1=O)C)[C@@H](C)NC1=C(C(=O)OC(C)(C)C)C=CC=C1)C1=CC=C(C=C1)C1CN(CCO1)C tert-butyl 2-[[(1R)-1-[3,6-dimethyl-2-[4-(4-methylmorpholine-2-yl)phenyl]-4-oxo-chromen-8-yl]ethyl]amino]benzoate